N-((1s,4s)-4-((3-Bromo-7-morpholino-1,6-naphthyridin-5-yl)oxy)cyclohexyl)-5-methoxypyrimidin-2-amine BrC=1C=NC2=CC(=NC(=C2C1)OC1CCC(CC1)NC1=NC=C(C=N1)OC)N1CCOCC1